[Na].C(CC=C)O 3-buten-1-ol sodium